8-hydroxy-7-(5H-imidazo[5,1-a]isoindol-5-yl)-5,6,7,8-tetrahydronaphthalene-2-carboxamide OC1C(CCC=2C=CC(=CC12)C(=O)N)C1N2C(C3=CC=CC=C13)=CN=C2